BrC=1C=C(C(=NC1)C(=S)NCC(=O)OCC)OC ethyl (5-bromo-3-methoxypyridine-2-carbonothioyl)glycinate